2-(3,5-difluorophenyl)-5-pentyl-1,3-dioxane FC=1C=C(C=C(C1)F)C1OCC(CO1)CCCCC